(R)-2-(1-acryloylpiperidin-3-yl)-1-amino-4-(4-((4-ethylpyridin-2-yl)carbamoyl)phenyl)-1H-imidazole-5-carboxamide C(C=C)(=O)N1C[C@@H](CCC1)C=1N(C(=C(N1)C1=CC=C(C=C1)C(NC1=NC=CC(=C1)CC)=O)C(=O)N)N